7-((Dimethylamino)methylene)-5-methyl-6,7-dihydroimidazo[1,5-a]pyridin-8(5H)-one CN(C)C=C1C(C=2N(C(C1)C)C=NC2)=O